N-methoxy-N-methyl-2,3-dihydrobenzo[b][1,4]dioxine-5-carboxamide CON(C(=O)C1=CC=CC=2OCCOC21)C